2-bromo-1-(4-(3-chloropropyloxy)phenyl)ethan-1-one BrCC(=O)C1=CC=C(C=C1)OCCCCl